S1C=NC2=C1C=CC(=C2)C2=NC(=NC=C2)NC2=CC=C(C=C2)N2CCOCC2 4-(benzo[d]thiazol-5-yl)-N-(4-morpholinylphenyl)pyrimidin-2-amine